phenyl(6-nitrobenzo[d]thiazol-2-yl)carbamate C1(=CC=CC=C1)OC(NC=1SC2=C(N1)C=CC(=C2)[N+](=O)[O-])=O